3-[(3S,4S)-4-amino-3-methyl-2-oxa-8-azaspiro[4.5]dec-8-yl]-6-(2,3-dichlorophenyl)-5-methyl-2-pyrazinemethanol N[C@@H]1[C@@H](OCC12CCN(CC2)C=2C(=NC(=C(N2)C)C2=C(C(=CC=C2)Cl)Cl)CO)C